benzyl 2-(5-chloro-3-(methylamino)-2-oxo-6-phenylpyrazin-1(2H)-yl)acetate ClC=1N=C(C(N(C1C1=CC=CC=C1)CC(=O)OCC1=CC=CC=C1)=O)NC